ClC=1C(=CC(=NC1)NC1CC(OCC1)(C)C)C=1C=C2N(C[C@@H](N(C2=O)CC2=C(C=CC(=C2)F)CO)COC)C1 (3R)-7-(5-chloro-2-((2,2-dimethyltetrahydro-2h-pyran-4-yl)amino)pyridine-4-yl)-2-(5-fluoro-2-(hydroxymethyl)benzyl)-3-(methoxymethyl)-3,4-dihydropyrrolo[1,2-a]pyrazine-1(2H)-one